C(C1=CC=CC=C1)(C1=CC=CC=C1)NC=1C(=C(C=O)C=CC1F)[N+](=O)[O-] (benzhydryl-amino)-4-fluoro-2-nitro-benzaldehyde